ClC=1C(=C(C=CC1)NS(=O)(=O)C1=CC=C(C=C1)C1(N=N1)C(F)(F)F)N1CCCCC1 N-(3-chloro-2-(piperidin-1-yl)phenyl)-4-(3-(trifluoromethyl)-3H-diazirin-3-yl)benzenesulfonamide